1-Methyl-4-(propan-2-ylidene)cyclohexyl-(E)-3-(4-methoxyphenyl)acrylat CC1(CCC(CC1)=C(C)C)OC(\C=C\C1=CC=C(C=C1)OC)=O